C(#N)CC(=O)N1CCC(CC1)(F)COC1=NC=CC2=CC(=C(C=C12)OC(C)C)C(=O)N 1-{[1-(cyanoacetyl)-4-fluoropiperidin-4-yl]methoxy}-7-(propan-2-yloxy)isoquinoline-6-carboxamide